C(C)(C)NC=NCCCC N-isopropyl-N'-butyl-formamidine